ethyl {[5-(dichloromethyl)-4-nitro-1-phenyl-1H-pyrazol-3-yl]sulfanyl}acetate ClC(C1=C(C(=NN1C1=CC=CC=C1)SCC(=O)OCC)[N+](=O)[O-])Cl